CCCCC cis-Pentan